tert-Butyl 4-[4-(2,6-dioxopiperidin-3-yl)phenyl]piperidine-1-carboxylate O=C1NC(CCC1C1=CC=C(C=C1)C1CCN(CC1)C(=O)OC(C)(C)C)=O